N1=CC=C(C=C1)C1C(C1)C(=O)NC1=CC=C(C=C1)S(NCC1=C(C=CC=C1)C(F)(F)F)(=O)=O 2-(pyridin-4-yl)-N-(4-(N-(2-(trifluoromethyl)benzyl)sulfamoyl)phenyl)cyclopropane-1-carboxamide